O1N=C(C2=C1C=CC=C2)NS(=O)(=O)C2=C(C(=CC=C2)Cl)C N-(benzo[d]isoxazol-3-yl)-3-chloro-2-methylbenzenesulfonamide